CC1=CC(=C2CN(C(C2=C1)=O)C1COC2=CC=C(C=C2C1)NC1COC1)C(C)NC1=C(C(=O)OC)C=CC=C1 methyl 2-((1-(6-methyl-2-(6-(oxetan-3-ylamino)chroman-3-yl)-1-oxoisoindolin-4-yl)ethyl)amino)benzoate